ClC=1C=C(C(=NC1)C#N)C=1N=NN(C1)CC1=CC=C2C=C(NC2=C1)CNCC1CCC1 5-chloro-3-(1-((2-(((cyclobutylmethyl)amino)methyl)-1H-indol-6-yl)methyl)-1H-1,2,3-triazol-4-yl)picolinenitrile